[Fe].[Cr].[La] lanthanum-chromium-iron